6-chloro-N-ethoxy-4-((4-ethyl-2-(N-methylmethanesulfonamido)phenyl)amino)nicotinamide ClC1=NC=C(C(=O)NOCC)C(=C1)NC1=C(C=C(C=C1)CC)N(S(=O)(=O)C)C